OC(CCCCCCCC(=O)O)CCCCCCC 9-Hydroxy-hexadecanoic acid